4-methoxy-1,7-dimethyl-3-(prop-1-en-2-yl)-1H-pyrazolo[3,4-d]pyridazine COC1=C2C(=C(N=N1)C)N(N=C2C(=C)C)C